COC(=O)C1=CC2=C(N(C(=N2)C=2N(C3=C(C(=CC=C3C2)C(C)=O)F)C(=O)OC(C)(C)C)C)C(=C1)OC 2-(6-acetyl-1-tert-butoxycarbonyl-7-fluoro-indol-2-yl)-7-methoxy-1-methyl-benzimidazole-5-carboxylic acid methyl ester